C(C1CO1)OCCC[Si](OCCC)(OCCC)OCCC 3-Glycidyloxypropyl-tripropoxysilane